The molecule is an methyl ketone that is octan-2-one carrying a double bond at position 7. It has a role as a metabolite. It is a methyl ketone and an olefinic compound. CC(=O)CCCCC=C